(3R,4S)-1-[6-[1-[1-(cyanomethyl)cyclopropyl]pyrazol-4-yl]pyrrolo[1,2-b]pyridazin-4-yl]-3-cyclopropyl-4-methyl-2-oxopyrrolidine-3-carbonitrile C(#N)CC1(CC1)N1N=CC(=C1)C=1C=C2N(N=CC=C2N2C([C@]([C@@H](C2)C)(C#N)C2CC2)=O)C1